FC(S(=O)(=O)OC1=CC2(C=CC(C1)(O2)C)C)(F)F [1,5-dimethyl-8-oxabicyclo[3.2.1]octa-2,6-dien-3-yl] trifluoromethanesulfonate